3,3,7,7-Tetrafluoro-1-azaspiro[4.4]nonane-2,4-dione FC1(C(NC2(C1=O)CC(CC2)(F)F)=O)F